5-bromo-4-chloro-2-ethyl-2H-indazole-3-carbaldehyde BrC1=C(C2=C(N(N=C2C=C1)CC)C=O)Cl